2,6-diethyl-3,5-difluoro-4-methylbenzyl (1RS)-cis-3-[(Z)-2-chloro-3,3,3-trifluoro-1-propenyl]-2,2-dimethylcyclopropanecarboxylate Cl\C(=C/[C@@H]1C([C@@H]1C(=O)OCC1=C(C(=C(C(=C1CC)F)C)F)CC)(C)C)\C(F)(F)F